BrC1=CC(=C(C=C1)OC(F)F)Cl 4-bromo-2-chloro-1-(difluoromethoxy)benzene